N-(4-(cyclopentyloxy)-pyridin-2-yl)-5-(5-methyl-1H-pyrazol-4-yl)thiazolo-[5,4-b]-pyridin-2-amine C1(CCCC1)OC1=CC(=NC=C1)NC=1SC2=NC(=CC=C2N1)C=1C=NNC1C